tert-Butyl (3-((3-(1-isopropyl-2,3-dihydro-1H-pyrrolo[2,3-c]pyridin-5-yl)-1,2,4-thiadiazol-5-yl)amino)pyrazin-2-yl)(methyl)carbamate C(C)(C)N1CCC=2C1=CN=C(C2)C2=NSC(=N2)NC=2C(=NC=CN2)N(C(OC(C)(C)C)=O)C